3-carbamimidamido-pentanoic acid N(C(=N)N)C(CC(=O)O)CC